thianthrene S-oxide C1=CC=CC=2S(C3=CC=CC=C3SC12)=O